(2S,3S)-4-bromo-5-chloro-6-fluoro-2-phenyl-2-(pyrrolidin-2-yl)-2,3-dihydrobenzofuran-3-ol BrC1=C(C(=CC2=C1[C@@H]([C@@](O2)(C2NCCC2)C2=CC=CC=C2)O)F)Cl